COC(=O)C1=CC2=C(N(C(=N2)C=2N3CCNC4=CC=CC(C2)=C34)CC3CC3)C(=C1)OC 1-(cyclopropylmethyl)-2-(1,9-diazatricyclo[6.3.1.04,12]dodeca-2,4(12),5,7-tetraen-2-yl)-7-methoxy-benzimidazole-5-carboxylic acid methyl ester